FC=1C(=C(C=O)C=C(C1)C(=O)N1CCC(CC1)C=1C=NC(=CC1)C1=NN(C=C1)C)O 3-fluoro-2-hydroxy-5-(4-(6-(1-methyl-1H-pyrazol-3-yl)pyridin-3-yl)piperidine-1-carbonyl)benzaldehyde